BrC1=CC=C(C=C1)N1NC(C=C1)=O (4-bromophenyl)-1,2-dihydro-3H-pyrazol-3-one